C(C)C=1C(=C(C(=C(C(=O)[O-])C1)CCCCCC)CC)C(=O)[O-] diethylhexylterephthalat